ClC1=CC2=C(OC3=C(O2)C=CC=C3C3CCN(CC3)CC3=NC2=C(N3C[C@@H](O)CC)C=C(C=C2)C(=O)O)C=C1 (S)-2-((4-(7-Chlorodibenzo[b,e][1,4]dioxin-1-yl)piperidin-1-yl)methyl)-1-(oxaButane-2-ylmethyl)-1H-benzo[d]imidazole-6-carboxylic acid